COC=1C=CC=2N(C3=CC=C(C=C3C2C1)OC)C(=O)OCCOCCOCC1=NC(=CC=C1)COCCOCCOC(=O)C1=CC(=CC=2C3=CC(=CC=C3NC12)OC)OC 2-(2-{[6-({2-[2-(3,6-dimethoxy-9H-carbazolylcarbonyloxy) ethoxy]ethoxy} methyl)-2-pyridyl]methoxy} ethoxy)ethyl 3,6-dimethoxy-9-carbazolecarboxylate